FC(=CC1=C(C(=CC=2SC(=CC21)C(=O)OCC)OC)O)F ethyl 4-(2,2-difluorovinyl)-5-hydroxy-6-methoxybenzo[b]thiophene-2-carboxylate